C(#N)N1CC(CC1)CNC(=O)C1=NN(C=N1)C1=CC=CC=C1 N-((1-Cyanopyrrolidin-3-yl)methyl)-1-phenyl-1H-1,2,4-triazol-3-carboxamid